methoxyindoline-2-carboxylic acid CON1C(CC2=CC=CC=C12)C(=O)O